NC1=CC=C(CN2C=NC=C2)C=C1 1-(4-aminobenzyl)-1H-imidazole